2,2-dimethyl-3-({[1-(4-{4-[3-methyl-4-({[(1R)-1-phenylethoxy]carbonyl}amino)-1,2-oxazol-5-yl]piperidin-1-yl}phenyl)cyclopropyl]formamido}sulfonyl)propanoic acid CC(C(=O)O)(CS(=O)(=O)NC(=O)C1(CC1)C1=CC=C(C=C1)N1CCC(CC1)C1=C(C(=NO1)C)NC(=O)O[C@H](C)C1=CC=CC=C1)C